CC=1C(NC(N(C1)[C@@H]1O[C@@H](CNC1)COC(C(CC=O)NCCCCCCCCCCCCCCCCCC)=O)=O)=O (Octadecylamino)-4-oxobutanoic acid [(2S,6R)-6-(5-methyl-2,4-dioxo-3,4-dihydro-pyrimidin-1(2H)-yl) morpholin-2-yl]Methyl ester